lithium (triphenylsiloxy)-tris(pentafluorophenyl)borate C1(=CC=CC=C1)[Si](O[B-](C1=C(C(=C(C(=C1F)F)F)F)F)(C1=C(C(=C(C(=C1F)F)F)F)F)C1=C(C(=C(C(=C1F)F)F)F)F)(C1=CC=CC=C1)C1=CC=CC=C1.[Li+]